O=C1NC(CCC1C1=CC=C(CN2CCN(CC2)C2=CC=C3CN(C(C3=C2)=O)C(C(=O)NC=2SC=CN2)C2=C(C=CC(=C2)F)O)C=C1)=O 2-(6-(4-(4-(2,6-dioxopiperidin-3-yl)benzyl)piperazin-1-yl)-1-oxoisoindolin-2-yl)-2-(5-fluoro-2-hydroxyphenyl)-N-(thiazol-2-yl)acetamide